5-{2-[(2-Phenoxyethyl)amino]pyridine-4-yl}-1H-indazol-3-amine O(C1=CC=CC=C1)CCNC1=NC=CC(=C1)C=1C=C2C(=NNC2=CC1)N